ClC1=NC=C(C(=N1)NC=1C=NC(=CC1)C1CC1)C(=O)NC 2-chloro-4-((6-cyclopropylpyridin-3-yl)amino)-N-methylpyrimidine-5-carboxamide